(8R,9R,10S)-10-(hydroxymethyl)-N-(2-methoxyphenyl)-9-(4-(phenylethynyl)phenyl)-1,6-diazabicyclo[6.2.0]decane-6-carboxamide OC[C@@H]1[C@@H]([C@@H]2CN(CCCCN12)C(=O)NC1=C(C=CC=C1)OC)C1=CC=C(C=C1)C#CC1=CC=CC=C1